C(C)(C)(C)OC(=O)N1CCC(=CC1)C1=CC=CC=2N(C(N(C21)C)=O)C2C(NC(CC2)=O)=O 4-[1-(2,6-dioxo-3-piperidinyl)-3-methyl-2-oxo-benzimidazol-4-yl]-3,6-dihydro-2H-pyridine-1-carboxylic acid tert-butyl ester